sodium potassium 2-(hex-2-yl)-2-methylmalonate CC(CCCC)C(C(=O)[O-])(C(=O)[O-])C.[K+].[Na+]